ClC=1C=C(C(=O)F)C=CC1C(F)(F)F 3-chloro-4-(trifluoromethyl)benzoyl fluoride